C(C)(=O)N[C@H]1C(O)O[C@@H]([C@@H]([C@@H]1O)O)CO 2-deoxy-2-acetylamino-α,β-D-galactopyranose